C(C)OC1=CC=C(C=C1)NCC(CC=1NC(NC1)=S)O 4-[3-(4-ethoxyphenylamino)-2-hydroxypropyl]-1,3-dihydroimidazole-2-thione